1-(4-chloro-2-oxo-isoquinolin-2-ium-5-yl)sulfonylindoline-6-carbonitrile ClC1=C[N+](CC2=CC=CC(=C12)S(=O)(=O)N1CCC2=CC=C(C=C12)C#N)=O